FC=1C=C(CN2N=C3N(CCCC3)C2=O)C=CC1F (5S)-2-(3,4-Difluorobenzyl)-3-oxo-2,3,5,6,7,8-hexahydro[1,2,4]triazolo[4,3-a]pyridin